(1S,3S)-3-((6-(3-Methyl-4-(((5-(trifluoromethyl)thiazol-2-yl)amino)methyl)isoxazol-5-yl)pyridin-3-yl)oxy)cyclohexan CC1=NOC(=C1CNC=1SC(=CN1)C(F)(F)F)C1=CC=C(C=N1)OC1CCCCC1